C(C1=CC=CC=C1)OC=1C=C2C(=C(N(C2=CC1)CC1=CC=C(C=C1)OCC(OC)OC)C1=CC=C(C=C1)OCC1=CC=CC=C1)C 5-(benzyloxy)-2-(4-(benzyloxy)phenyl)-1-(4-(2,2-dimethoxyethoxy)benzyl)-3-methyl-1H-indole